IC1(C(NCC(=O)[O-])=O)CC=CC=C1 1-iodohippurate